heptadecyl ether sulfate S(=O)(=O)(O)O.C(CCCCCCCCCCCCCCCC)OCCCCCCCCCCCCCCCCC